3-bromo-5-[(2-methoxy-4-pyridyl)oxy]Pyridine BrC=1C=NC=C(C1)OC1=CC(=NC=C1)OC